ClC1=CN=C2N1C=C(C=C2C(=O)[O-])CNC2(CCC2)C.[Li+] lithium 3-chloro-6-(((1-methylcyclobutyl)amino)methyl)imidazo[1,2-a]pyridine-8-carboxylate